Cl.S1(CCCCC1)(=O)=O tetrahydro-2H-thiopyran 1,1-dioxide hydrochloride